2-methyl-6-vinylpyridine bromide salt [Br-].CC1=NC(=CC=C1)C=C